C(C1=CC=CC=C1)N1C[C@](C[C@H](C1)O)(O)C (3S,5R)-1-benzyl-3-methyl-piperidine-3,5-diol